CCCCCCCCCCCCCCC(=O)O[C@H](COC(=O)CCCCCCCC)COP(=O)([O-])OCC[N+](C)(C)C The molecule is a phosphatidylcholine 24:0 in which the acyl groups specified at positions 1 and 2 are nonanoyl and pentadecanoyl respectively. It derives from a nonanoic acid and a pentadecanoic acid.